N1C2=C(O[C@H](C1)[C@@H](C1=CC=CC=C1)NCCC=1C(=CC(=C(C1)CC(=O)O)F)F)N=CC=C2 2-(5-(2-(((R)-((R)-2,3-dihydro-1H-pyrido[2,3-b][1,4]oxazin-3-yl)(phenyl)methyl)amino)ethyl)-2,4-difluorophenyl)acetic acid